O=CCC[C@@H]1CC[C@@H](N1C(=O)O)C(=O)O (2r,5s)-5-(3-oxopropyl)pyrrolidine-1,2-dicarboxylic acid